COCCNCCOC Di(2-methoxyethyl)amine